CC=1NC(=C(C(C1C(=O)O)C)C(=O)O)C 2,4,6-trimethyl-1,4-dihydro-pyridine-3,5-dicarboxylic acid